C(C)(C)C1=CC=C(OCC2=NC=CC=C2C2=CC=NN2COCC[Si](C)(C)C)C=C1 2-((4-isopropylphenoxy)methyl)-3-(1-((2-(trimethylsilyl)ethoxy)methyl)-1H-pyrazol-5-yl)pyridine